(S)-(-)-(4,5-dihydro-7H-thieno[2,3-c]pyran-7-yl)-N-methylmethanamine (R)-mandelate C([C@H](O)C1=CC=CC=C1)(=O)O.S1C=CC2=C1[C@@H](OCC2)CNC